COC1=CC=C(C=C1)C(C(C#N)C1=CC=CC=C1)=O 3-(4-methoxyphenyl)-3-oxo-2-phenylpropanenitrile